BrC1SCC2=C1C=CC=C2 bromo-1,3-dihydrobenzo[c]thiophene